1-(9-ethyl-9H-carbazol-3-yl)-N-(7-(((E)-(9-ethyl-9H-carbazol-3-yl)methylene)amino)heptyl)methanimine C(C)N1C2=CC=CC=C2C=2C=C(C=CC12)C=NCCCCCCC/N=C/C=1C=CC=2N(C3=CC=CC=C3C2C1)CC